CN1C[C@@H](CC1)COC=1C(=CC(=NC1)C#N)C1=CC=2N(C=C1)N=C(C2)NC2=NC=CC=C2 5-[[(3R)-1-methylpyrrolidin-3-yl]methoxy]-4-[2-(2-pyridylamino)pyrazolo[1,5-a]pyridin-5-yl]pyridine-2-carbonitrile